(-)-(4aR,8aS)-6-(4-((4',6-Dichloro-[1,1'-biphenyl]-3-yl)oxy)piperidine-1-carbonyl)hexahydro-2H-pyrido[4,3-b][1,4]oxazin-3(4H)-one ClC1=CC=C(C=C1)C1=CC(=CC=C1Cl)OC1CCN(CC1)C(=O)N1C[C@@H]2[C@@H](OCC(N2)=O)CC1